2-(((3,3-dibutyl-7-methylthio-1,1-dioxido-5-phenyl-2,3,4,5-tetrahydrobenzo[b][1,4]thiazepin-8-yl)methyl)amino)propanoic acid C(CCC)C1(CN(C2=C(S(C1)(=O)=O)C=C(C(=C2)SC)CNC(C(=O)O)C)C2=CC=CC=C2)CCCC